S1C(=NC2=C1C=CC=C2)C2=C(C=CC=C2)C2=C(C(=NC(=C2N2C1=CC=CC=C1C=1C=C(C=CC21)C#N)C2=CC=C(C=C2)N2C1=CC=CC=C1C=1C=C(C=CC21)C)N2C1=CC=CC=C1C=1C=C(C=CC21)C#N)C2=CC=C(C=C2)N2C1=CC=CC=C1C=1C=C(C=CC21)C 9,9'-(4-(2-(benzo[d]thiazol-2-yl)phenyl)-3,6-bis(4-(3-methyl-9H-carbazol-9-yl)phenyl)pyridine-2,5-diyl)bis(9H-carbazole-3-carbonitrile)